2-(5-hydroxyethoxycarbonyl-1H-benzoimidazol-2-yl)ethylphenyl-phosphinic acid sodium salt [Na+].OCCOC(=O)C1=CC2=C(NC(=N2)CCP([O-])(=O)C2=CC=CC=C2)C=C1